2-(2-(6-(trifluoromethoxy)pyridin-3-yl)ethyl)oxazole-4-carboxylic acid FC(OC1=CC=C(C=N1)CCC=1OC=C(N1)C(=O)O)(F)F